7-Fluoro-4-methoxy-1-(2-{6-[4-(2,2,2-trifluoro-1,1-dihydroxy-ethyl)-phenyl]-pyrimidin-4-ylamino}-ethyl)-1H-indole-2-carbonitrile FC=1C=CC(=C2C=C(N(C12)CCNC1=NC=NC(=C1)C1=CC=C(C=C1)C(C(F)(F)F)(O)O)C#N)OC